NC1=CC=CC2=CC=CC(=C12)N 1,8-Diaminonaphthalene